C1CCC12CN(CC2)CC=2C=CC=1N(C2)C=C(N1)CN1N=NC(=C1)C=1C(=NC=C(C1)F)C#N 3-(1-{[6-({6-azaspiro[3.4]octan-6-yl}methyl)imidazo[1,2-a]pyridin-2-yl]methyl}-1H-1,2,3-triazol-4-yl)-5-fluoropyridine-2-carbonitrile